4-amino-N-(3-(3-aminoprop-1-yn-1-yl)-4-methoxyphenyl)butanamide NCCCC(=O)NC1=CC(=C(C=C1)OC)C#CCN